OC1=C(C=C(C=C1C(CC(C)(C)C)(C)C)C(C1=CC=CC=C1)(C)C)N1N=C2C(=N1)C=CC=C2 2-[2'-hydroxy-3'-(1,1,3,3-tetramethylbutyl)-5'-(alpha,alpha-dimethylbenzyl)-phenyl]Benzotriazole